C(#N)C=1C=C(CO[C@H](C(=O)NCCCCCCCCCCCCCCCCCC)CO)C=C(C1)F (S)-2-((3-cyano-5-fluorobenzyl)oxy)-3-hydroxy-N-octadecyl-propionamide